6-((1-((4-chloropyridin-3-yl)methyl)-3-oxoisoindolin-2-yl)methyl)benzo[d]oxazol-2(3H)-one ClC1=C(C=NC=C1)CC1N(C(C2=CC=CC=C12)=O)CC1=CC2=C(NC(O2)=O)C=C1